FC(COC1=C(C(=CC=C1)C(F)(F)F)CCCSCCCC1=C(C=CC=C1C(F)(F)F)OCC(F)F)F 2-(2,2-difluoroethoxy)-6-trifluoromethyl-phenyl-n-propyl sulfide